5-(3-chloro-5-fluoro-phenyl)-N-(4-cyano-2-fluoro-phenyl)-1H-pyrrole-3-sulfonamide ClC=1C=C(C=C(C1)F)C1=CC(=CN1)S(=O)(=O)NC1=C(C=C(C=C1)C#N)F